C1(CCCC1)N1C=NC(=C1C1=CC=C(O1)C(=O)NC1=C(C=[N+](C=C1)[O-])F)C1=CC=C(C=C1)F 4-(5-(1-cyclopentyl-4-(4-fluorophenyl)-1H-imidazol-5-yl)furan-2-carboxamido)-3-fluoropyridine 1-oxide